6-Bromo-3-(cyclopropylmethyl)-5-methylquinazolin-4(3H)-one BrC=1C(=C2C(N(C=NC2=CC1)CC1CC1)=O)C